FC1(OC2=C(O1)C=CC(=C2)[C@@H](C)NS(=O)C(C)(C)C)F N-[(1R)-1-(2,2-difluoro-1,3-benzodioxol-5-yl)ethyl]-2-methylpropane-2-sulfinamide